C(C)(C)(C)OC(C1=C(C=C(C=C1)C1CC1)I)=O 4-cyclopropyl-2-iodo-benzoic acid tert-butyl ester